S(=O)(=O)(O)CCCOC(C=C)=O.N(=NC(C#N)(C)C)C(C#N)(C)C azobisisobutyronitrile 3-sulfopropyl-acrylate